2-cyclopentyl-N-(4-fluoro-3-methylphenyl)-1,4-dimethyl-5-(2-(((1s,4s)-4-(methylsulfonyl)cyclohexyl)amino)-2-oxoacetyl)-1H-pyrrole-3-carboxamide C1(CCCC1)C=1N(C(=C(C1C(=O)NC1=CC(=C(C=C1)F)C)C)C(C(=O)NC1CCC(CC1)S(=O)(=O)C)=O)C